ClC=1C=C(C=CC1)C1=NN(C(=C1CC1=CC(=C(C=C1)S(N)(=O)=O)F)CC1CC1)C=1SC=C(N1)C(=O)O 2-(3-(3-chlorophenyl)-5-(cyclopropylmethyl)-4-(3-fluoro-4-sulfamoylbenzyl)-1H-pyrazol-1-yl)thiazole-4-carboxylic acid